BrC1=CC(=NC=C1)C(N)=N 4-bromopicolinimidamide